CC1CC=CC(C1)=O 5-Methylcyclohex-2-en-1-one